N-(2-aminoethyl)-2,2,2-trifluoroacetamide C(CNC(=O)C(F)(F)F)N